ClC1=NC2=C(C=CC=C2C(N1)=O)Cl 2,8-dichloroquinazolin-4(3H)-one